CN(C=1[C-]=NC1)C 3-(dimethylamino)azetid